CC(C1=CC(=CC(=C1)OC)OC)(C)OC(C1=CC(=CC(=C1)OC)OC)(C)C α,α-dimethyl-3,5-dimethoxybenzyl oxide